(1R,3S,4R)-N-((R)-1-cyano-2-((R)-2-oxopiperidin-3-yl)ethyl)-5,5-difluoro-2-((R)-2-hydroxy-2-phenylacetyl)-2-azabicyclo[2.2.2]octane-3-carboxamide C(#N)[C@@H](C[C@@H]1C(NCCC1)=O)NC(=O)[C@H]1N([C@H]2CC([C@@H]1CC2)(F)F)C([C@@H](C2=CC=CC=C2)O)=O